2-(2,6-dioxopiperidin-3-yl)-4-(((R)-1-(5-methoxypyridin-2-yl)ethyl)amino)isoindoline-1,3-dione O=C1NC(CCC1N1C(C2=CC=CC(=C2C1=O)N[C@H](C)C1=NC=C(C=C1)OC)=O)=O